4-(7-Methoxychroman-3-yl)phenol COC1=CC=C2CC(COC2=C1)C1=CC=C(C=C1)O